2-methylpropan-2-sulfenamid CC(C)(C)SN